C(C)(C)(C)C=1C=C(C=CC1)B(O)O 3-(tert-butyl)phenylboronic acid